C(#N)CC(=O)N1C[C@@H]([C@]12CN(CC2)C=2C1=C(N(CN2)C)NC=C1)C 4-((3S,4R)-1-(2-cyanoacetyl)-3-methyl-1,6-diazaspiro[3.4]octan-6-yl)-N-methyl-7H-pyrrolo[2,3-d]pyrimidine